N-[3-fluoro-4-[(6-methoxy-1,5-naphthyridin-4-yl)oxy]phenyl]-3-(4-fluorophenyl)-2,4-dioxo-1H-pyrimidine-5-carboxamide tert-butyl-3-bromo-6-cyano-1H-indole-1-carboxylate C(C)(C)(C)OC(=O)N1C=C(C2=CC=C(C=C12)C#N)Br.FC=1C=C(C=CC1OC1=CC=NC2=CC=C(N=C12)OC)NC(=O)C=1C(N(C(NC1)=O)C1=CC=C(C=C1)F)=O